CN(C(=O)C1(CCN(CC1)C1=CN=NC(=C1)C1=C(C=CC=C1)OCOC)C1=CC=CC=C1)C1CCN(C2(C1)CCCCC2)C(=O)OC(C)(C)C tert-butyl 4-(N-methyl-1-{6-[2-(methoxymethoxy)phenyl]pyridazin-4-yl}-4-phenylpiperidine-4-amido)-1-azaspiro[5.5]undecane-1-carboxylate